Ethyl 2-((benzo[d][1,3]dioxol-5-ylmethyl)amino)pyrimidine-5-carboxylate O1COC2=C1C=CC(=C2)CNC2=NC=C(C=N2)C(=O)OCC